C1CC12C1(CC1)C2CCO 2-(dispiro[2.0.24.13]heptan-7-yl)ethan-1-ol